Cl.N[C@H](CC1=CNC2=CC=CC=C12)C(=O)N[C@H](CC1=CN(C2=CC=CC=C12)C)C(=O)OCC ethyl Nα-(D-tryptophyl)-1-methyl-D-tryptophanate hydrochloride